BrC1=CC=C(C=C1)C(C1(CN(C1)C(=O)OC(C)(C)C)C)(F)F tert-butyl 3-[(4-bromophenyl)(difluoro)methyl]-3-methylazetidine-1-carboxylate